ClC1=NC2=CC=C(C=C2C(=N1)N1C(CN(CC1)S(=O)(=O)C)C1=CC=CC=C1)C=1C(=NOC1C)C 2-chloro-4-(4-(methylsulfonyl)-2-phenylpiperazin-1-yl)quinazolin-6-yl-3,5-dimethylisoxazole